(R)-2-chloro-N-(1-(2,4-dichlorophenyl)ethyl)-5-(prop-1-yn-1-yl)pyrimidin-4-amine ClC1=NC=C(C(=N1)N[C@H](C)C1=C(C=C(C=C1)Cl)Cl)C#CC